[2-[(acetyloxy)methoxy]-2-oxoethyl]glycine (acetyloxy)methyl ester C(C)(=O)OCOC(CNCC(=O)OCOC(C)=O)=O